tert-butyl 3-bromo-8-methyl-6,8-dihydro-5H-imidazo[1,2-a]pyrazine-7-carboxylate BrC1=CN=C2N1CCN(C2C)C(=O)OC(C)(C)C